(1R,3S)-3-(3-{[(5-chloro-6-methylpyridin-2-yl)acetyl]amino}-1H-pyrazol-5-yl)cyclopentylpropan-2-ylcarbamate ClC=1C=CC(=NC1C)CC(=O)NC1=NNC(=C1)[C@@H]1C[C@@H](CC1)CC(C)NC([O-])=O